FC(C=1N=C2N(C(C1)=O)C=CS2)(F)F 7-(trifluoromethyl)-5H-[1,3]Thiazolo[3,2-a]Pyrimidin-5-one